[N+](=O)(O)[O-].CC1=NN(C(=C1)C)C(N)=N 3,5-dimethyl-1-amidinopyrazole nitrate